FCC=1C=C(C=NC1C)C1=NC(C(C2=CC=CC=C12)(F)F)(C)C 1-(5-(fluoromethyl)-6-methyl-pyridin-3-yl)-4,4-difluoro-3,3-dimethyl-3,4-dihydroisoquinoline